hexan-3-yl-(methylene)-2-methyl-propane-2-sulfinamide CCC(CCC)C(C(C)(S(=O)N)C)=C